COC1=C2C=NN(C2=CC=C1C(C(F)(F)F)C)C1OCCCC1 4-Methoxy-1-(tetrahydro-2H-pyran-2-yl)-5-(1,1,1-trifluoropropan-2-yl)-1H-indazole